6-chloro-1,5-dimethyl-4-(4,4,5,5-tetramethyl-1,3,2-dioxaborolan-2-yl)-1H-indazole ClC1=C(C(=C2C=NN(C2=C1)C)B1OC(C(O1)(C)C)(C)C)C